FC1=C(C(=O)N([C@H]2CN(CCC2)C(=O)OC(C)(C)C)C2=NC=CC3=C2C=C(S3)C#CC(C)(C)O)C=CC(=C1)N1N=NC=3C1=NC=CC3 tert-butyl (3R)-3-[[2-fluoro-4-(triazolo[4,5-b]pyridin-3-yl)benzoyl]-[2-(3-hydroxy-3-methyl-but-1-ynyl)thieno[3,2-c]pyridin-4-yl]amino]piperidine-1-carboxylate